S1N=CC=2C=NC=C(C21)N Isothiazolo[4,5-c]pyridin-7-amine